OCC1=CC=C(C=C1)N1N=NC(=C1)C=1C(=C(C(=O)OC)C=CC1)C1=CC=C2C=CNC2=C1 Methyl 3-(1-(4-(hydroxymethyl)phenyl)-1H-1,2,3-triazol-4-yl)-2-(1H-indol-6-yl)benzoate